1,3-dibromo-2-benzyloxybenzene BrC1=C(C(=CC=C1)Br)OCC1=CC=CC=C1